BrC=1C=C2C=C[C@H](N(C2=CC1OC)C(C)C1=C(C(=CC=C1)C(F)F)F)C1CC1 (R)-6-Bromo-2-cyclopropyl-N-(1-(3-(difluoromethyl)-2-fluorophenyl)ethyl)-7-methoxyquinoline